C(C1=CC=CC=C1)OC1=CC2=C(N(C(=N2)C2=C(C=CC=C2)[N+](=O)[O-])CC2=CC=C(C=C2)Cl)C=C1 5-(Benzyloxy)-1-(4-Chlorobenzyl)-2-(2-Nitrophenyl)-1H-Benzo[d]imidazole